O1COCC2=C1C=CC=C2CCC(=CCCOC2=CC=C(C=C2)CCC(C)=O)C 4-(4-((6-(benzo[d][1,3]dioxan-5-yl)-4-methylhex-3-en-1-yl)oxy)phenyl)butan-2-one